Monohydroxy vinyl ether C(=C)OO